hydrogen bis(octyl) phosphite P(O)(OCCCCCCCC)OCCCCCCCC